C(#N)[C@H](C[C@H]1C(NCC1)=O)NC(=O)[C@@H]1[C@@H]2C([C@@H]2CN1C(=O)C1(C2=CC=CC=C2C=2C=CC=CC12)O)(C)C (1S,2S,5R)-N-((S)-1-cyano-2-((S)-2-oxopyrrolidin-3-yl)ethyl)-3-(9-hydroxy-9H-fluorene-9-carbonyl)-6,6-dimethyl-3-azabicyclo[3.1.0]hexane-2-carboxamide